6-(1H-pyrrolo[2,3-b]pyridine-3-yl)quinoline-4-amine N1C=C(C=2C1=NC=CC2)C=2C=C1C(=CC=NC1=CC2)N